5-(1-((7-ethyl-6-oxo-5,6-dihydro-1,5-naphthyridin-3-yl)methyl)-2,5-dihydro-1H-pyrrol-3-yl)-N-methylpyridineamide C(C)C=1C(NC=2C=C(C=NC2C1)CN1CC(=CC1)C=1C=CC(=NC1)C(=O)NC)=O